1-(4-(3,4-dichlorophenyl)-5-(isopropylthio)thiazol-2-yl)-4-(3-(methoxymethyl)phenyl)-3-methyl-1H-pyrazole-5-carboxylic acid ClC=1C=C(C=CC1Cl)C=1N=C(SC1SC(C)C)N1N=C(C(=C1C(=O)O)C1=CC(=CC=C1)COC)C